1,7-di(pyridin-3-yl)heptan-4-yl (2S)-1-[oxo(3,4,5-trimethoxyphenyl)acetyl]piperidine-2-carboxylate O=C(C(=O)N1[C@@H](CCCC1)C(=O)OC(CCCC=1C=NC=CC1)CCCC=1C=NC=CC1)C1=CC(=C(C(=C1)OC)OC)OC